FC=1C=C2C=CC(OC2=C(C1O)F)=O 6,8-difluoro-7-hydroxycoumarin